5-(pyridin-2-yloxy)thiazol-2-amine N1=C(C=CC=C1)OC1=CN=C(S1)N